C1(CC1)C#CC1=C2C=NNC2=C(C=C1)C(=O)N 4-(cyclopropylethynyl)-1H-indazole-7-carboxamide